NC(C(=O)[O-])CCCC[N+](C)(C)C 2-amino-6-(trimethylammonio)hexanoate